3-[(trimethylsilyl)oxyl]-2H-1-benzopyran-2-one C[Si](C)(C)OC=1C(OC2=C(C1)C=CC=C2)=O